OC=1C=C(C=CC1O)CC(=O)OCCCCCCCCCCCCCC tetradecyl 3,4-dihydroxyphenylacetate